tropenol 3,3,4,4-tetrafluorobenzilate FC1(C=C(C(C(=O)O[C@]23C=CC[C@H](CC2)N3C)(O)C3=CC=CC=C3)C=CC1(F)F)F